N-(6-amino-5-methyl-3-pyridyl)-2-[(2S,5R)-2-(4-fluorophenyl)-5-methyl-1-piperidyl]-2-oxo-acetamide NC1=C(C=C(C=N1)NC(C(=O)N1[C@@H](CC[C@H](C1)C)C1=CC=C(C=C1)F)=O)C